6-[4-Fluoro-3-(trifluoromethyl)phenyl]-N4-{[1-(methoxymethyl)cyclobutyl]methyl}-N4-methylpyridin-2,3,4-triamine FC1=C(C=C(C=C1)C1=CC(=C(C(=N1)N)N)N(C)CC1(CCC1)COC)C(F)(F)F